C(C)(C)(C)C1=C(C(=CC(=C1)C(C)CN(C)C)C(C)(C)C)O 2,6-di-tert-butyl-4-(dimethylaminomethyl-ethyl)phenol